2,8-diazaspiro[4.5]-1-decanone hydrochloride Cl.C1(NCCC12CCNCC2)=O